tetra-carboxyiron C(=O)(O)[Fe](C(=O)O)(C(=O)O)C(=O)O